tert-butyl (S)-(2-methyl-5-(2-(2-methylpyrrolidin-1-yl)acetamido)pyridin-3-yl)carbamate CC1=NC=C(C=C1NC(OC(C)(C)C)=O)NC(CN1[C@H](CCC1)C)=O